4-METHYLENE-L-PROLINE C=C1C[C@H](NC1)C(=O)O